2-methyl-5-oxopentanoic acid methyl ester COC(C(CCC=O)C)=O